4-isocyanatoisoquinoline N(=C=O)C1=CN=CC2=CC=CC=C12